ClC1=CC(=C(C=C1)C1=NC(=NC2=C1N=C(N(C2=O)C)C)N2CC(CCC2)C2=NC(=NO2)C)F 8-(4-chloro-2-fluoro-phenyl)-2,3-dimethyl-6-[3-(3-methyl-1,2,4-oxadiazol-5-yl)piperidino]pyrimido[5,4-d]pyrimidin-4-one